N[C@@H](C(C)C)C(=O)O[C@H]1C[C@H](CC1)C1=CC(=NN1)NC(CC1=CC(=NO1)C)=O (1R,3S)-3-(3-(2-(3-methylisoxazol-5-yl)acetamido)-1H-pyrazol-5-yl)cyclopentyl L-valinate